FC1([C@H](C=2C(=NN(C2CC1)CCC(C(F)(F)F)C)S(=O)(=O)C)O)F (4S)-5,5-difluoro-3-methylsulfonyl-1-(4,4,4-trifluoro-3-methylbutyl)-6,7-dihydro-4H-indazol-4-ol